ClCCN1C(C(=CC(=C1)C(F)(F)F)C=1C=C(C=CC1)C1=C(C=CC=C1)C1=NN=CN1C)=O 1-(2-Chloroethyl)-3-(2'-(4-methyl-4H-1,2,4-triazol-3-yl)-[1,1'-biphenyl]-3-yl)-5-(trifluoromethyl)pyridin-2(1H)-one